C(C)OC1=CC(=C(C=C1C(C)C)C(=C)C1=CC=C(C(=O)OC)C=C1)C Methyl 4-{1-[4-ethoxy-2-methyl-5-(propan-2-yl)phenyl]ethenyl}benzoate